O1CCN(CC1)CCNC1=CC=C(C=N1)C1=CC=2C(=NC=CC2C=2C=C3C(=NNC3=CC2)N)N1 5-(2-(6-((2-morpholinoethyl)amino)pyridin-3-yl)-1H-pyrrolo[2,3-b]pyridin-4-yl)-1H-indazol-3-amine